9-Oxabicyclo[3.3.1]nona-2,6-diene C12C=CCC(C=CC1)O2